N-(1-acetylindolin-7-yl)-4-(tert-butyl)benzenesulfonamide methyl-4-nitro-3-[[(2S)-tetrahydrofuran-2-yl]methylamino]benzoate COC(C1=CC(=C(C=C1)[N+](=O)[O-])NC[C@H]1OCCC1)=O.C(C)(=O)N1CCC2=CC=CC(=C12)NS(=O)(=O)C1=CC=C(C=C1)C(C)(C)C